ClC=1N=C2C(=NC(=NC2=NC1)C1=C(C=CC=C1)C(F)(F)F)O 6-chloro-2-[2-(trifluoromethyl)phenyl]pteridin-4-ol